5-(trifluoromethyl)-1H-benzo[d]imidazole-2-amine FC(C1=CC2=C(NC(=N2)N)C=C1)(F)F